1-((2S,3R,4R,5R)-3-fluoro-4-hydroxy-5-(hydroxymethyl)tetrahydrofuran-2-yl)pyrimidine-2,4(1H,3H)-dione F[C@H]1[C@H](O[C@@H]([C@H]1O)CO)N1C(NC(C=C1)=O)=O